4-((cyclopropylmeth-yl)amino)-2-((8-(morpholine-4-carbonyl)-2,3-dihydrobenzo[b][1,4]dioxin-5-yl)amino)-7H-pyrrolo[2,3-d]pyrimidine-5-carbonitrile C1(CC1)CNC=1C2=C(N=C(N1)NC1=CC=C(C=3OCCOC31)C(=O)N3CCOCC3)NC=C2C#N